(4-(3-(1,1-dioxidotetrahydro-2H-thiopyran-4-yl)-2-oxo-7-(trifluoromethyl)indolin-3-yl)phenyl)boronic acid O=S1(CCC(CC1)C1(C(NC2=C(C=CC=C12)C(F)(F)F)=O)C1=CC=C(C=C1)B(O)O)=O